5-(6-METHYL-1H-BENZOIMIDAZOL-2-YLSULFANYL)-FURAN-2-CARBALDEHYDE CC=1C=CC2=C(NC(=N2)SC2=CC=C(O2)C=O)C1